3-(Methoxymethyl)-N-[(1R)-1-(6-methoxypyridin-3-yl)ethyl]-6-(naphthalen-2-yl)-4-oxo-4,5-dihydropyrazolo[1,5-a]pyrazine-2-carboxamide COCC=1C(=NN2C1C(NC(=C2)C2=CC1=CC=CC=C1C=C2)=O)C(=O)N[C@H](C)C=2C=NC(=CC2)OC